C(CCC)[C@]1(CS(C2=C(N(C1)C1=CC=CC=C1)C=C(C(=C2)OC[C@@](C(=O)O)(C)O)SC)(=O)=O)C (R)-3-(((R)-3-butyl-3-methyl-7-(methylsulfanyl)-1,1-dioxo-5-phenyl-2,3,4,5-tetrahydro-1,5-benzothiazepin-8-yl)oxy)-2-hydroxy-2-methylpropanoic acid